4'-methyl-[1,1'-biphenyl]-2-carboxylic acid methyl ester COC(=O)C=1C(=CC=CC1)C1=CC=C(C=C1)C